(S)-N-(1-(3-(2-isopropoxypyridin-4-yl)-1,2,4-oxadiazol-5-yl)ethyl)cyclopentane-carboxamide C(C)(C)OC1=NC=CC(=C1)C1=NOC(=N1)[C@H](C)NC(=O)C1CCCC1